[6-(3-cyclopropyl-1H-1,2,4-triazol-5-yl)-2-azaspiro[3.3]heptan-2-yl]-[4-[2-mesyl-4-(trifluoromethyl)benzyl]-oxypiperidino]methanone C1(CC1)C1=NNC(=N1)C1CC2(CN(C2)C(=O)N2CCC(CC2)OCC2=C(C=C(C=C2)C(F)(F)F)S(=O)(=O)C)C1